4-(methoxycarbonyl)bicyclo[2.1.1]hexane-1-carboxylic acid COC(=O)C12CCC(C1)(C2)C(=O)O